triethanolamine dodecylbenzenesulphonate C(CCCCCCCCCCC)OS(=O)(=O)C1=CC=CC=C1.N(CCO)(CCO)CCO